4-chloro-1,1,2,2,3,3,4,4-octafluorobutane-1-sulfinic acid ClC(C(C(C(S(=O)O)(F)F)(F)F)(F)F)(F)F